C1(=C(C(=C(C(=C1N)N)N)N)N)N 1,2,3,4,5,6-benzenehexamine